CC=1N=C2N(N=C(C=C2CC(=O)O)C=2C=C3C=CN(C(C3=CC2)=O)C2CCNCC2)C1 2-[2-methyl-6-[1-oxo-2-(4-piperidyl)-6-isoquinolyl]imidazo[1,2-b]pyridazin-8-yl]acetic acid